OC1(CC(C1)C(=O)N1CC2(C1)CC(C2)[C@@H](C)C2=CC=CC=C2)C ((1s,3s)-3-hydroxy-3-methylcyclobutyl)(6-((R)-1-phenylethyl)-2-azaspiro[3.3]hept-2-yl)methanone